4-bromo-1H-pyrrolo[2,3-b]pyridin-2(3H)-one BrC1=C2C(=NC=C1)NC(C2)=O